[F-].[Na+] sodium, fluoride salt